C(C)OC(=O)C=1NC=C(C1)C(CC1=CC=C(C=C1)Cl)=O 4-(2-(4-chlorophenyl)acetyl)-1H-pyrrole-2-carboxylic acid ethyl ester